C(CCCCCCCCCCC)(=O)[O-].C(CCCCCCCCCCC)(=O)[O-].C(CCC)C(C([Sn+2]CCCC)(CCCC)CCCC)(CC)CCCC tetrabutyl-dibutyltin dilaurate